O.[Na+].[Na+].C(N(CC(=O)[O-])CC(=O)[O-])CN(CC(=O)[O-])CC(=O)[O-].[Ca+2] calcium edetate disodium hydrate